O[C@@H](CC(=O)N[C@@]1(C(O)O[C@@H]([C@H]([C@@H]1O)O)CO)O)CCCCCCCCCCC 2-{[(3R)-3-hydroxytetradecanoyl]amino}-D-glucopyranose